2-(3,4-EPOXYCYCLOHEXYL)ETHYLMETHYLDIETHOXYSILANE Diethyl-L-tartrat C(C)[C@]([C@](C(=O)O)(O)CC)(O)C(=O)O.C1(CC2C(CC1)O2)CC[Si](OCC)(OCC)C